OCC[C@H](C1=CC=C(C=C1)N1C(OCC1)=O)NC(OCCCC)=O butyl (R)-(3-hydroxy-1-(4-(2-oxooxazolidin-3-yl)phenyl)propyl)carbamate